[NH2+]1CCC2=CC=CC=C12 Indolinium